N-hexadecyl-2-phenyl-3,5,7-tris-tetrahydropyranyloxy-quinolin-4-one C(CCCCCCCCCCCCCCC)N1C(=C(C(C2=C(C=C(C=C12)OC1OCCCC1)OC1OCCCC1)=O)OC1OCCCC1)C1=CC=CC=C1